C(C)(C)(C)OC(=O)N1CC2=CC=CC(=C2CC1)CCCO 5-(3-hydroxypropyl)-3,4-dihydroisoquinoline-2(1H)-carboxylic acid tert-butyl ester